C(C)(=O)OCCC1CN(C1)CC1=CC=C(C=C1)C#CC1=CC=C(C=C1)C1=CC(=NO1)CN1C(=NC=C1)[C@H](C)O (S)-2-(1-(4-((4-(3-((2-(1-hydroxyethyl)-1H-imidazol-1-yl)methyl)isoxazole-5-yl)phenyl)ethynyl)benzyl)azetidin-3-yl)ethyl acetate